BrC1=NN(C(=N1)C(CCCCOC1OCCCC1)OC1=CC=C(C=C1)F)COC 3-bromo-5-(1-(4-fluorophenoxy)-5-((tetrahydro-2H-pyran-2-yl)oxy)pentyl)-1-(methoxymethyl)-1H-1,2,4-triazole